C(C)OC=1C=C(C=C2C(=CC(NC12)=O)C)[N+](=O)[O-] 8-ethoxy-4-methyl-6-nitro-1H-quinolin-2-one